C(CCCCCCCCCCCCCCC)(=O)OCC(CO)O 2,3-dihydroxypropyl palmitate